C(C1=CC=CC=C1)OC(=O)C1CCN(CC1)CC1CN(C1)C(=O)OC(C)(C)C 1-[(1-tert-Butoxycarbonyl-azetidin-3-yl)methyl]piperidine-4-carboxylic acid benzyl ester